ONC([C@@H](CC(C)C)NC(CC(C1=CC=CC=C1)(C1=CC=CC=C1)C1=CC=CC=C1)=O)=O (R)-N-hydroxy-4-methyl-2-(3,3,3-triphenylpropionamido)pentanamide